C1(CC1)CN1C(=CC2=C(C=CC=C12)F)C=O 1-(cyclopropylmethyl)-4-fluoro-1H-indole-2-carbaldehyde